6-(1-Isopropyl-1H-pyrazol-3-yl)-3-((6-methoxypyrimidin-4-yl)methyl)-5-methyl-2-(1-methyl-1H-imidazol-2-yl)thieno[2,3-d]pyrimidin-4(3H)-one C(C)(C)N1N=C(C=C1)C1=C(C2=C(N=C(N(C2=O)CC2=NC=NC(=C2)OC)C=2N(C=CN2)C)S1)C